FC1=C2C(C(N=C(C2=CC=C1)C=1C=NC2=CC=C(C=C2C1)F)(C)C)(C)C 3-(5-fluoro-3,3,4,4-tetramethyl-3,4-dihydroisoquinolin-1-yl)-6-fluoroquinoline